3-ethylimidazole bromide [Br-].C(C)N1C=NC=C1